ClC1=CC=C2C(=C1)NC(C21N(C(C=2N=C(N(C21)C(C)C)C2=C(C=CC=C2)OCC)=O)C2=C(C=CC(=C2)Cl)C)=O 6-chloro-5'-(5-chloro-2-methylphenyl)-2'-(2-ethoxyphenyl)-3'-isopropyl-3'H-spiro[indoline-3,4'-pyrrolo[3,4-d]imidazole]-2,6'(5'H)-dione